Cl.O=C1NC(CCC1N1C(N(C2=C1C=CC(=C2)C2CCN(CC2)C(CCCCCCCCC(=O)O)=O)C)=O)=O 10-(4-(1-(2,6-dioxopiperidin-3-yl)-3-methyl-2-oxo-2,3-dihydro-1H-benzo[d]imidazol-5-yl)piperidin-1-yl)-10-oxodecanoic acid hydrochloride